ClC=1C=C(OC2=CC=C(C=C2)NC=2C3=C(N=C(N2)N)NC=C3)C=CC1 N4-(4-(3-chlorophenoxy)phenyl)-7H-pyrrolo[2,3-d]pyrimidine-2,4-diamine